ClC1=C(C=O)C=CC=C1OC 2-CHLORO-3-METHOXYBENZALDEHYDE